(S)-(3-(1-amino-1,3-dihydrospiro[indene-2,4'-piperidin]-1'-yl)-6-(3-(2-methoxyphenoxy)prop-1-yn-1-yl)pyrazin-2-yl)methanol N[C@@H]1C2=CC=CC=C2CC12CCN(CC2)C=2C(=NC(=CN2)C#CCOC2=C(C=CC=C2)OC)CO